(E)-1-(3-hydroxyphenyl)ethanone oxime OC=1C=C(C=CC1)/C(/C)=N/O